2,6-dimethylhept-4-ylacetate CC(C)CC(CC(C)C)OC(C)=O